NC1=C2C(=NC=N1)N(N=C2C(=O)O)CC=2N(C(C1=C(C=CC=C1C2)C)=O)C2=C(C=CC=C2)C 4-amino-1-((8-methyl-1-oxo-2-o-tolyl-1,2-dihydroisoquinolin-3-yl)methyl)-1H-pyrazolo[3,4-d]pyrimidin-3-carboxylic acid